ClC=1C=2C(=C3N(C2C=CC1)C1(C(C3C3=CC=CC=C3)C(C3=CC=CC=C31)=O)C=3NC1=CC=CC(=C1C3C)Cl)C ls-9-chloro-4b-(4-chloro-3-methyl-1H-indol-2-yl)-10-methyl-11-phenyl-11,11a-dihydroindeno[2',1':4,5]pyrrolo[1,2-a]indol-12(4bH)-one